5-(6-amino-9H-purin-9-yl)-4-hydroxytetrahydrofuran-3-yl 2-hydroxyacetate OCC(=O)OC1COC(C1O)N1C2=NC=NC(=C2N=C1)N